FC(C1CN(CCO1)C1=NC(=NC(=C1)OCC1=CC=C(C=C1)OC)S(=O)(=O)C)F 2-(difluoromethyl)-4-(6-((4-methoxybenzyl)oxy)-2-(methylsulfonyl)pyrimidin-4-yl)morpholine